(S)-N-(1-{2-[1-(4-fluorophenyl)ethylamino]-6-(pyrazin-2-ylamino)pyrimidin-4-yl}azetidin-3-yl)methanesulfonamide FC1=CC=C(C=C1)[C@H](C)NC1=NC(=CC(=N1)N1CC(C1)NS(=O)(=O)C)NC1=NC=CN=C1